CS(=O)C1=CC=C2CC(CC2=C1)N(CCC)CCC (6-methylsulfinyl-indan-2-yl)-dipropyl-amine